1,3-dimethyl-6-[3-(1-methylpyrazol-4-yl)-8-isoquinolyl]-4-(1,2,3,6-tetrahydropyridin-4-yl)benzimidazol-2-one CN1C(N(C2=C1C=C(C=C2C=2CCNCC2)C=2C=CC=C1C=C(N=CC21)C=2C=NN(C2)C)C)=O